FC1(CC(C1)(C)CN1N=C(C(=C1C(=O)NC1=CC(=NC=C1)SC)C(F)(F)F)C1CC12CC2)F 1-((3,3-Difluoro-1-methylcyclobutyl)methyl)-N-(2-(methylthio)pyridin-4-yl)-3-(spiro[2.2]pentan-1-yl)-4-(trifluoromethyl)-1H-pyrazole-5-carboxamide